CS(=O)(=O)OCC=CC=CC=C(CCC=C(CCC=C(C)C)C)C 7,11,15-trimethylhexadeca-2,4,6,10,14-pentaen-1-yl methanesulfonate